benzotriazol-4-yloxytris(dimethylamino)-phosphonium hexafluorophosphate F[P-](F)(F)(F)(F)F.N1N=NC2=C1C=CC=C2O[P+](N(C)C)(N(C)C)N(C)C